FC(C(C)=O)(C)F difluoro-butanone